N-(2-chloro-6-fluorophenyl)acetamide ClC1=C(C(=CC=C1)F)NC(C)=O